2-{3-[(4-methanesulfonyl-2-methoxyphenyl)(methyl)amino]prop-1-yn-1-yl}-N-(1-methylpiperidin-4-yl)-1-(2,2,2-trifluoroethyl)-1H-indol-4-amine CS(=O)(=O)C1=CC(=C(C=C1)N(CC#CC=1N(C=2C=CC=C(C2C1)NC1CCN(CC1)C)CC(F)(F)F)C)OC